ClC=1C=C(C=C(C1)F)CN(C(CC1=NN=C2N1C=CC=C2)=O)C2=CC=C(C=C2)C=2N=CNC2 N-[(3-chloro-5-fluoro-phenyl)methyl]-N-[4-(1H-imidazol-4-yl)phenyl]-2-([1,2,4]triazolo[4,3-a]pyridin-3-yl)acetamide